racemic-3-(isoquinolin-4-yl)-2-oxo-1-(1-(2,2,2-trifluoroethyl)azetidin-3-yl)imidazolidine-4-carbonitrile C1=NC=C(C2=CC=CC=C12)N1C(N(C[C@@H]1C#N)C1CN(C1)CC(F)(F)F)=O |r|